NC1=C(C(=O)OC)C=CC(=C1)C1=NC(=CC=C1)C(F)(F)F methyl 2-amino-4-(6-(trifluoromethyl)pyridin-2-yl)benzoate